N1-(9-bromo-1-methyl-6,7-dihydro-5H-benzo[c][1,2,3]triazolo[1,5-a]azepin-7-yl)-N2,N2-dimethylbenzene-1,2-diamine BrC1=CC2=C(C=3N(CCC2NC=2C(=CC=CC2)N(C)C)N=NC3C)C=C1